O[C@@H]1[C@@H](CO[C@@H]([C@@H]1O)CO)N1C(N=CC=C1)=O ((3R,4R,5R,6R)-4,5-dihydroxy-6-(hydroxymethyl)tetrahydro-2H-pyran-3-yl)pyrimidin-2(1H)-one